[Cl-].C(CCCCCCC)N1C=[N+](C=C1)CCCC 1-octyl-3-butyl-imidazolium chloride